1-methyl-3-propanesulfonyl-imidazolyl-phosphotungsten CN1C(N(C=C1)S(=O)(=O)CCC)[W]P(=O)=O